BrC=1C=C(C(=NC1)NC(=S)NC(OCC)=O)C=1SC(=NN1)CC Ethyl {[5-bromo-3-(5-ethyl-1,3,4-thiadiazol-2-yl)pyridin-2-yl]carbamothioyl}carbamate